FC(C(=O)O)(F)F.ClC=1C=NC=CC1SC=1N=CC(=NC1)N1CCC2([C@@H](C=3N(N=CC3)C2)N)CC1 (S)-1-(5-((3-chloropyridin-4-yl)thio)pyrazin-2-yl)-4'H,6'H-spiro[piperidine-4,5'-pyrrolo[1,2-b]pyrazol]-4'-amine (trifluoroacetate)